C(C)(C)(C)OC(=O)NC[C@@H](C(=O)O)C1=CC=C(C=C1)Cl (2S)-3-[(tert-butoxycarbonyl)amino]-2-(4-chlorophenyl)propionic acid